2-fluoro-1-(3-(6-methyl-3-(6-(trifluoromethyl)pyridin-3-yl)-1H-pyrazolo[3,4-b]pyridin-1-yl)azetidin-1-yl)propan-2-en-1-one FC(C(=O)N1CC(C1)N1N=C(C=2C1=NC(=CC2)C)C=2C=NC(=CC2)C(F)(F)F)=C